FC1=CC=C(C=C1)C1=CC(=C(C=C1)NC(OC(C)(C)C)=O)NC(C1=CC=C(C=C1)S(=O)(=N)C=1C=NC=C(C1)COCCOC)=O tert-butyl N-[4-(4-fluorophenyl)-2-[[4-[[5-(2-methoxyethoxymethyl)-3-pyridyl]sulfonimidoyl]benzoyl]amino]phenyl]carbamate